ClC1=C(C=C(C=C1)C1=C(C=CC(=C1C)N)N)F (4-chloro-3-fluorophenyl)-3-methylbenzene-1,4-diamine